5-Tert-butyl-6-methoxy-2-methyl-7-(o-tolyl)-indene C(C)(C)(C)C=1C=C2C=C(CC2=C(C1OC)C1=C(C=CC=C1)C)C